N-((2R,3S)-1-(4-(dimethylamino)pyridin-2-yl)-2-((((CIS)-4-phenylcyclohexyl)oxy)methyl)-pyrrolidin-3-yl)methanesulfonamide CN(C1=CC(=NC=C1)N1[C@H]([C@H](CC1)NS(=O)(=O)C)CO[C@@H]1CC[C@@H](CC1)C1=CC=CC=C1)C